O=C1N[C@H]2[C@@H](OC1)CCN(C2)C(=O)OC2=CC=C(C=C2)[N+](=O)[O-] 4-Nitrophenyl (4aR,8aS)-3-oxohexahydro-2H-pyrido[4,3-b][1,4]oxazine-6(5H)-carboxylate